C(C)(C)(C)OC(=O)N1CCC(CC1)SCC1=NC2=CC(=CC(=C2C(N1)=O)F)NC1CCC1 4-(((7-(cyclobutylamino)-5-fluoro-4-oxo-3,4-dihydroquinazolin-2-yl)methyl)thio)piperidine-1-carboxylic acid tert-butyl ester